FC1(CCC2=C1N=C(N=C2C=2C=C(C=C(C2)C)S(=O)(C)=N)N2[C@H]([C@@H](C2)O)C)F (3-(7,7-difluoro-2-((2S,3R)-3-hydroxy-2-methylazetidin-1-yl)-6,7-dihydro-5H-cyclopenta[d]pyrimidin-4-yl)-5-methylphenyl)(imino)(methyl)-λ6-sulfanone